ClC=1C=C2C(=NC=NC2=CC1C1=CC(=CC2=CC=CC=C12)O)N1CCN(CC1)C(C=C)=O 1-(4-(6-chloro-7-(3-hydroxy-naphthalen-1-yl)quinazolin-4-yl)piperazin-1-yl)prop-2-en-1-one